[N+](=O)([O-])C1=C(C=C(C=2CCOC21)OC2COCC2)C(=O)OCC Ethyl 7-nitro-4-((tetrahydrofuran-3-yl) oxy)-2,3-dihydrobenzofuran-6-carboxylate